COC=1C=C(CN(C2=CC=C(C=C2)CN2CCOCC2)CC2=CC=C3C=CC=NC3=C2)C=CC1 N-(3-methoxybenzyl)-4-(morpholinomethyl)-N-(quinolin-7-ylmethyl)aniline